(R)-1-fluoro-2-[8-(5-{[(5-fluoro-2,3-dihydro-1-benzoFuran-4-yl)methyl]amino}-[1,2,4]triazolo[4,3-c]pyrimidin-8-yl)-[1,2,4]triazolo[1,5-a]pyridin-5-yl]propan-2-ol FC[C@](C)(O)C1=CC=C(C=2N1N=CN2)C=2C=1N(C(=NC2)NCC2=C(C=CC3=C2CCO3)F)C=NN1